2-iodo-1-((2-(trimethylsilyl)ethoxy)methyl)-1H-imidazole-4-carboxylic acid methyl ester COC(=O)C=1N=C(N(C1)COCC[Si](C)(C)C)I